C(CCC)(=O)C1=NC2=C3N=CC=CC3=CC=C2C=C1 2-butyryl-1,10-phenanthroline